5-(Methylamino)-3-[4-(3-methyl-3,8-diazabicyclo[3.2.1]octan-8-yl)anilino]-6-(3-methylimidazo[4,5-c]pyridin-7-yl)pyrazin CNC=1N=C(C=NC1C=1C2=C(C=NC1)N(C=N2)C)NC2=CC=C(C=C2)N2C1CN(CC2CC1)C